3-mercaptopropane tris(3-mercaptobutyrate) SC(CC(=O)O)C.SC(CC(=O)O)C.SC(CC(=O)O)C.SCCC